FC=1C=NC(=NC1)C=1C(=C(C=CC1)NC1=CC(=NC=C1C(=O)NC([2H])([2H])[2H])NC=1N=CN(C(C1)=O)C)OC 4-((3-(5-fluoropyrimidin-2-yl)-2-methoxyphenyl)amino)-N-(methyl-d3)-6-((1-methyl-6-oxo-1,6-dihydropyrimidin-4-yl)amino)nicotinamide